methyl 4-[1-(2,6-dioxo-3-piperidyl)-3-methyl-2-oxo-benzimidazol-5-yl]cyclohexanecarboxylate O=C1NC(CCC1N1C(N(C2=C1C=CC(=C2)C2CCC(CC2)C(=O)OC)C)=O)=O